pyrazino[1,2-a]pyrimidine N1=C2N(CC=C1)C=CN=C2